1-(tricyclo[3.3.1.13,7]dec-1-ylmethyl)-5-methyl-4-(4,4,5,5-tetramethyl-1,3,2-dioxaborolan-2-yl)-1H-pyrazole C12(CC3CC(CC(C1)C3)C2)CN2N=CC(=C2C)B2OC(C(O2)(C)C)(C)C